N-(2-((1S,4S)-2,5-diazabicyclo[2.2.1]hept-2-yl)-5-fluorophenyl)-4-(2-fluoro-6-methoxyphenyl)thiazole-2-carboxamide [C@@H]12N(C[C@@H](NC1)C2)C2=C(C=C(C=C2)F)NC(=O)C=2SC=C(N2)C2=C(C=CC=C2OC)F